NC=1C(=NC(=C(N1)F)C1=CC=C(C=C1)N1CCN(CC1)C(C)C)C=1C=C2CCNC(C2=C(C1)F)=O 6-(3-amino-5-fluoro-6-(4-(4-isopropylpiperazin-1-yl)phenyl)pyrazin-2-yl)-8-fluoro-3,4-dihydroisoquinolin-1(2H)-one